ClC=1C=NN(C(C1Cl)=O)CC(=O)NC1=C(C(=CC=C1)S(N(C)C)(=O)=O)C 2-(4,5-dichloro-6-oxopyridazin-1(6H)-yl)-N-(3-(N,N-dimethylsulfamoyl)-2-methylphenyl)acetamide